N-Methoxy-3,4-methylenedioxyamphetamine IRON-TUNGSTEN [W].[Fe].CONC(C)CC1=CC2=C(C=C1)OCO2